[3-[(5-fluoro-4-methyl-2-pyridyl)amino]-1-(2,2,2-trifluoroethyl)pyrazolo[4,3-c]pyridin-6-yl]-(1,4-oxazepan-4-yl)methanone FC=1C(=CC(=NC1)NC1=NN(C2=C1C=NC(=C2)C(=O)N2CCOCCC2)CC(F)(F)F)C